eicosenedicarboxylic acid C(=CCCCCCCCCCCCCCCCCCC)(C(=O)O)C(=O)O